3-(5-(6-(trifluoromethyl)pyridin-3-yl)-4H-1,2,4-triazol-3-yl)pyrazolo[1,5-a]pyrimidine FC(C1=CC=C(C=N1)C=1NC(=NN1)C=1C=NN2C1N=CC=C2)(F)F